(6-methoxy-2-methylpyridin-3-yl)boronic acid COC1=CC=C(C(=N1)C)B(O)O